N[C@@H]1CC[C@H](N(C1)C(=O)N1CC2(CCCC2)[C@@H](CC1)CN1C=NC(=CC1=O)C1=CC=CC=C1)C1=CC=CC=C1 3-(((R)-7-((2S,5R)-5-Amino-2-phenylpiperidine-1-carbonyl)-7-azaspiro[4.5]decan-10-yl)methyl)-6-phenylpyrimidin-4(3H)-one